4-bromo-3-fluoro-2-hydroxy-benzaldehyde BrC1=C(C(=C(C=O)C=C1)O)F